tert-butyl (1R,6R)-6-(4-aminophenyl)-7,7-difluoro-3-azabicyclo[4.1.0]heptane-3-carboxylate NC1=CC=C(C=C1)[C@]12CCN(C[C@@H]2C1(F)F)C(=O)OC(C)(C)C